[Br-].C(C=C)N1CSC(=C1C)CCO N-allyl-5-(2-hydroxyethyl)-4-methylthiazole bromide